CC1=CC=C(C=C1)C=1OC2=C(C(C1OCC1=CC=C(C=C1)OC)=O)C=CC=C2 2-(4-methylphenyl)-3-[(4-methoxyphenyl)methoxy]-4H-1-benzopyran-4-one